tert-butyl (E)-7-[tert-butyl(diphenyl)silyl]oxyhept-2-enoate [Si](C1=CC=CC=C1)(C1=CC=CC=C1)(C(C)(C)C)OCCCC/C=C/C(=O)OC(C)(C)C